CN1N=CC(=C1)NC1=NC=CC(=C1)C1=CC2=C(C=N1)C(CCCC2)NC(OC(C)(C)C)=O tert-butyl (3-(2-((1-methyl-1H-pyrazol-4-yl)amino)pyridin-4-yl)-6,7,8,9-tetrahydro-5H-cyclohepta[c]pyridin-9-yl)carbamate